C(C)C1=C(C=CC(=C1)C1=CC=C(C=C1)CCCCC)C1=CC=C(C=C1)O 4-[2-ethyl-4-(4-pentylphenyl)phenyl]phenol